1-((4-(3-amino-1H-indazol-5-yl)-1H-pyrrolo[2,3-b]pyridin-2-yl)methyl)-N3,N3-dimethylpropane-1,3-diamine NC1=NNC2=CC=C(C=C12)C1=C2C(=NC=C1)NC(=C2)CC(CCN(C)C)N